tributyl-(2-hydroxyethyl)ammonium benzyl-(s)-6-(4-(methoxycarbonyl)phenyl)-2-oxo-7-azaspiro[3.5]nonane-7-carboxylate C(C1=CC=CC=C1)OC(=O)N1[C@@H](CC2(CC(C2)=O)CC1)C1=CC=C(C=C1)C(=O)OC.C(CCC)[N+](CCO)(CCCC)CCCC